ClC1C(N(C1C1=CC=C(C=C1)C(F)(F)F)C1C2(CC3CC(CC1C3)C2)C(=O)N)=O (3-chloro-4-(4-trifluoromethylphenyl)-2-azetidinon-1-yl)adamantanecarboxamide